COC=1C=CC2=C(N=C(S2)NC(CC2=CC=C(OC3=NC=CC=C3C(=O)N)C=C2)=O)C1 2-(4-(2-((5-methoxybenzo[d]thiazol-2-yl)amino)-2-oxoethyl)phenoxy)pyridine-3-carboxamide